ClC=1C=CC(=C(C1)N1CCN(CC1)C(CSCC=1C(=NOC1C)C)=O)C 1-(4-(5-Chloro-2-methylphenyl)piperazin-1-yl)-2-(((3,5-dimethylisoxazol-4-yl)methyl)thio)ethan-1-one